C1(CC1)C1C(NC2=CC=CC=C2N1)=O 3-cyclopropyl-3,4-dihydro-1H-quinoxalin-2-one